6-((tetrahydro-2H-pyran-4-yl)methyl)-1,3,5-triazine-2,4,6-triamine O1CCC(CC1)CC1(N=C(N=C(N1)N)N)N